sodium furfurate sodium bisulfite S([O-])(O)=O.[Na+].C(C1=CC=CO1)(=O)[O-].[Na+]